ClC=1C=C(C=CC1)[C@@H]1N(C[C@H](N(C1)C(C(C)(C)C)=O)C)C(C(=O)NC=1C2=C(C=NC1)C=NN2C2OCCCC2)=O 2-[(2S,5R)-2-(3-chlorophenyl)-4-(2,2-dimethylpropanoyl)-5-methyl-piperazin-1-yl]-2-oxo-N-(1-tetrahydropyran-2-ylpyrazolo[4,3-c]pyridin-7-yl)acetamide